ClC1=CC=C2C=CC(=C(C2=C1)C1=C(C=O)C=CC=C1)CO 2-(7-chloro-2-(hydroxymethyl)naphthalen-1-yl)benzaldehyde